1-{2-[(3S)-2,6-Dioxopiperidin-3-yl]-7-methoxy-1-oxo-2,3-dihydro-1H-isoindol-5-yl}piperidine-4-carbaldehyde O=C1NC(CC[C@@H]1N1C(C2=C(C=C(C=C2C1)N1CCC(CC1)C=O)OC)=O)=O